N-(2-(5-methoxy-1H-indol-3-yl)ethyl)-4-oxo-4H-chromen-2-carboxamide COC=1C=C2C(=CNC2=CC1)CCNC(=O)C=1OC2=CC=CC=C2C(C1)=O